CN1N=C(C=C1C1CCC(CC1)N1CC2(CCS(C2)(=O)=O)CCC1)C(F)(F)F 7-((1R,4r)-4-(1-methyl-3-(trifluoromethyl)-1H-pyrazol-5-yl)cyclohexyl)-2-thia-7-azaspiro[4.5]decane 2,2-dioxide